FC1=C2C(CC(OC2=CC=C1)(C)C)NC(=O)[C@H]1[C@@H](C1)CN1C(NC(CC1=O)(C)C)=[NH2+] [1-[[(1R,2R)-2-[(5-fluoro-2,2-dimethyl-chroman-4-yl)carbamoyl]cyclopropyl]methyl]-4,4-dimethyl-6-oxo-hexahydropyrimidin-2-ylidene]ammonium